4-(1,4-Diazepan-1-yl)-N-((8-fluoroquinoxalin-6-yl)methyl)pyridin-3-amine N1(CCNCCC1)C1=C(C=NC=C1)NCC=1C=C2N=CC=NC2=C(C1)F